6-methyl-1-(1-methylpiperidin-4-yl)-1H-pyrazolo[3,4-b]pyrazin-3-amine CC1=CN=C2C(=N1)N(N=C2N)C2CCN(CC2)C